C[C@@H]1O[C@@H](CN(C1)C1=C2C(=C(N=N1)C1=C(C=C(C=C1)C(F)(F)F)O)N=CC=C2)C 2-(5-((cis)-2,6-dimethylmorpholino)pyrido[2,3-d]pyridazin-8-yl)-5-(trifluoromethyl)phenol